[2-(3-bromo-1,1-dimethyl-propyldithio)-ethyl]-carbamic acid tert-butyl ester C(C)(C)(C)OC(NCCSSC(CCBr)(C)C)=O